FC1=CC=C(C=C1)N1CCCC(C1)C 4-fluorophenyl-5-methyl-piperidine